(S)-5-((tert-butyldiphenylsilyl)oxy)-6-((2-methoxyethyl)(methyl)amino)-2-methylhexan-1-en-3-one [Si](C1=CC=CC=C1)(C1=CC=CC=C1)(C(C)(C)C)O[C@@H](CC(C(=C)C)=O)CN(C)CCOC